C(C)(C)NC(=O)NC1=CC=C(C=C1)CN1C2=NC(=NC=C2N(C1=O)C)C1=C(C=CC=C1)C(C)C 1-isopropyl-3-(4-((2-(2-isopropylphenyl)-7-methyl-8-oxo-7,8-dihydro-9H-purin-9-yl)methyl)phenyl)urea